BrC=1C2=C(C(=NC1OCC[Si](C)(C)C)C=1C=C3C=NN(C3=CC1)C)C=CS2 2-[7-bromo-4-(1-methylindazol-5-yl)thieno[3,2-c]pyridin-6-yl]oxyethyl-trimethyl-silane